B(ON1N=CC=C1)([O-])[O-] (1-pyrazolyl) borate